5-bromo-2-(trifluoromethyl)benzamide BrC=1C=CC(=C(C(=O)N)C1)C(F)(F)F